ClC1=CC=NC2=CC(=CC=C12)C1=CC=C(C=C1)OCCN1CCCCC1 4-chloro-7-(4-(2-(piperidin-1-yl)ethoxy)phenyl)quinoline